C[C@H](C(=C)S(=O)(=O)N)CC=C (S)-3-METHYLHEXA-1,5-DIENE-2-SULFONAMIDE